molybdenum-aluminum-aluminum [Al].[Al].[Mo]